alpha-methyl-styrenesulfonic acid CC(=CS(=O)(=O)O)C1=CC=CC=C1